OC1(CCN(CC1)C=1C=CC(=NC1)C1N(C(C2=CC=CC=C12)=O)N)CN1CCNCC1 5-[4-hydroxy-4-(piperazin-1-ylmethyl)piperidin-1-yl]pyridin-2-yl(amino)-2,3-dihydroisoindol-1-one